CC1=C(C=CC=C1C)C1=C(C=C2C(=N1)C(=NN2)C=2C=CC(=NC2)N2C(OC1(C2)CCNCC1)=O)OC (5-(5-(2,3-dimethylphenyl)-6-methoxy-1H-pyrazolo[4,3-b]pyridin-3-yl)pyridin-2-yl)-1-oxa-3,8-diazaspiro[4.5]decan-2-one